4-(4-methoxy-7-phenyl-6,7-dihydro-5H-pyrrolo[2,3-d]pyrimidin-2-yl)morpholine COC=1C2=C(N=C(N1)N1CCOCC1)N(CC2)C2=CC=CC=C2